ClC1=CC=C(C=C1)C(C(=O)NCOC(C1=C(C=CC=C1)[N+](=O)[O-])=O)(F)F ((2-(4-chlorophenyl)-2,2-difluoroacetamido) methyl)-2-nitrobenzoate